nonyl 8-((6-((4,4-bis(((Z)-oct-5-en-1-yl)oxy)butanoyl)oxy)hexyl)(3-(diethoxyphosphoryl)propyl)amino)octanoate C(CCC\C=C/CC)OC(CCC(=O)OCCCCCCN(CCCCCCCC(=O)OCCCCCCCCC)CCCP(=O)(OCC)OCC)OCCCC\C=C/CC